C(C1=CC=CC=C1)N(C1=C2C(=NC(=N1)Cl)N(N=C2)[C@@H]2[C@@H]([C@@H]([C@H](O2)COCCP(OCC)(OCC)=O)O)O)C diethyl (2-(((2R,3S,4R,5S)-5-(4-(benzyl(methyl)amino)-6-chloro-1H-pyrazolo[3,4-d]pyrimidin-1-yl)-3,4-dihydroxytetrahydrofuran-2-yl)methoxy)ethyl)phosphonate